2-ethyl-4-(furan-2-yl)-6-phenylpyridine C(C)C1=NC(=CC(=C1)C=1OC=CC1)C1=CC=CC=C1